FCCN1CC(C1)NC1=CC(=C(C=C1)NC=1N=C(C2=C(N1)NC=C2)OC=2C=C(C=CC2)NC(C=C)=O)OC N-(3-(2-(4-(1-(2-fluoroethyl)azetidin-3-ylamino)-2-methoxyphenylamino)-7H-pyrrolo[2,3-d]pyrimidin-4-yloxy)phenyl)acrylamide